(6-(4,4-difluoropiperidin-1-yl)-5-nitropyridin-2-yl)-4-(2-hydroxyethylsulfonylamino)-2-(6-azaspiro[2.5]oct-6-yl)benzamide FC1(CCN(CC1)C1=C(C=CC(=N1)C=1C(=C(C(=O)N)C=CC1NS(=O)(=O)CCO)N1CCC2(CC2)CC1)[N+](=O)[O-])F